bis(cyclopentadienyl)-bis[2,6-difluoro-3-(2-(2,2-dimethyl-3-chloropropanoylamino)ethyl)phenyl]titanium C1(C=CC=C1)[Ti](C1=C(C(=CC=C1F)CCNC(C(CCl)(C)C)=O)F)(C1=C(C(=CC=C1F)CCNC(C(CCl)(C)C)=O)F)C1C=CC=C1